3-methylbenzylboric acid CC=1C=C(COB(O)O)C=CC1